6-(2-azaspiro[3.3]heptan-6-ylmethyl)-3-(trifluoromethyl)imidazo[1,5-a]pyridine C1NCC12CC(C2)CC=2C=CC=1N(C2)C(=NC1)C(F)(F)F